FC(C(=CC(=O)O)OC1=C(C=CC=C1)C1CCC(CC1)OC[C@@H]1N(CC[C@]12NC(COC2)=O)C(=O)OC(C)(C)C)(F)F |o1:22,26| 4,4,4-trifluoro-3-{2-[(1s,4s)-4-{[rel-(1R,5S)-2-[(tert-butoxy)carbonyl]-7-oxo-9-oxa-2,6-diazaspiro[4.5]decan-1-yl]methoxy}cyclohexyl]phenoxy}but-2-enoic acid